2-(3-methoxyphenyl)-3-phenylpropionitrile COC=1C=C(C=CC1)C(C#N)CC1=CC=CC=C1